O1[C@H](COCC1)CN1N=C2C3=C(CCC2=C1)OC(=C3C(F)(F)F)C(=O)NCC3=NC=CN=C3 2-[(2S)-1,4-Dioxan-2-ylmethyl]-N-(pyrazin-2-ylmethyl)-8-(trifluoromethyl)-4,5-dihydro-2H-furo[2,3-g]indazol-7-carboxamide